Cl\C=C\C(F)(F)F (E)-1-chloro-3,3,3-trifluoro-prop-1-ene